4-(((tetrahydro-2H-pyran-2-yl)oxy)methyl)-2-oxabicyclo[2.2.2]octane O1C(CCCC1)OCC12COC(CC1)CC2